CN1N=CC2=CC(=CC(=C12)OC1=CC=C(C=C1)OCCOC1CCNCC1)C(=O)N 1-methyl-7-[4-[2-(4-piperidyloxy)ethoxy]phenoxy]indazole-5-carboxamide